N1(N=NC=C1)C1=CC=C(C#N)C=C1 4-(1H-1,2,3-triazol-1-yl)benzonitrile